NC1=C(C=C(N=N1)C1=C(C=CC=C1)O)N1CC2CCC(C1)N2C2=CC(=NC=C2)C#CCN2CC(CCCC2)F 2-[6-amino-5-[8-[2-[3-(3-fluoroazepan-1-yl)prop-1-ynyl]-4-pyridyl]-3,8-diazabicyclo[3.2.1]octan-3-yl]pyridazin-3-yl]phenol